COC(=O)C=1C(N(C2=CC(=CC=C2C1N)Br)C1=CC2=C(OCO2)C=C1)=O 4-amino-1-(benzo[d](1,3)dioxol-5-yl)-7-bromo-2-oxo-1,2-dihydroquinoline-3-carboxylic acid methyl ester